indolo[2,3-a]carbazol C1=CC=CC2=C1N=C1C2=CC=C2C3=CC=CC=C3N=C12